N-(hept-4-yl)benzo[D][1,3]dioxolane-5-carboxamide CCCC(CCC)NC(=O)C1=CC2=C(OCO2)C=C1